BrC1=CC=C(C=C1)[C@H](C)NC=1N=CC2=C(N1)N(C(C=C2)=O)[C@@H](C)C(C)C 2-{[(1S)-1-(4-bromophenyl)ethyl]amino}-8-[(2S)-3-methylbutan-2-yl]pyrido[2,3-d]pyrimidin-7(8H)-one